FC1=C(C=CC=C1)S(=O)(=O)NC=1C(=NC=C(C1)C=1C=CC=2N=CN=C(C2N1)N1C[C@H](N(CC1)C(\C=C\C(C)=O)=O)C)OC (R,E)-2-fluoro-N-(2-methoxy-5-(4-(3-methyl-4-(4-oxopent-2-enoyl)piperazin-1-yl)pyrido[3,2-d]pyrimidin-6-yl)pyridin-3-yl)benzene-sulfonamide